ClC1=CC=2N(C(=C1NC(=O)C1=CC(=NN1C1=NC=CC=C1Cl)OC)C(=O)NCC)N=CC2 5-Chloro-6-(1-(3-chloropyridin-2-yl)-3-methoxy-1H-pyrazol-5-carboxamido)-N-ethylpyrazolo[1,5-a]pyridin-7-carboxamid